C(C)(C)(C)OC(NCC1=NC2=C(N1)C=CC(=C2)N)=O.C[C@]21CC3(CC(C[C@@](C2)(C3)C)C1)NC(NC1=CC=C(C(=O)NCCCCCCCCCCC(=O)NO)C=C1)=O 4-(3-((1r,3R,5S,7r)-3,5-dimethyladamantan-1-yl)ureido)-N-(11-(hydroxyamino)-11-oxoundecyl)benzamide tert-butyl-N-[(5-amino-1H-benzimidazol-2-yl)methyl]carbamate